C(C)(C)(C)C1=NC(=NC(=C1C(=C)C)OC1=CC=CC=C1)NS(=O)(=O)C1=CC=CC=C1 N-(4-tert-butyl-5-isopropenyl-6-phenoxy-pyrimidin-2-yl)benzenesulfonamide